COC=1C=C(C=CC1OC)N(C)CC (3,4-dimethoxyphenyl)-N-methylethylamine